N=1N=CN2C1C=CC(=C2)NC(C)=O N-{[1,2,4]triazolo[4,3-a]pyridin-6-yl}acetamide